COC1=CC(=C(C#N)C=C1)NC1=CC=CC=C1 4-methoxy-2-(phenylamino)benzonitrile